2-(((8-(N-methylsulfamoyl)-1,4-dioxo-1,4-dihydronaphthalen-2-yl)amino)phenyl)piperazine CNS(=O)(=O)C=1C=CC=C2C(C=C(C(C12)=O)NC1=C(C=CC=C1)C1NCCNC1)=O